C1(CC1)OC1=C(C=CC=C1)C=1C(NC(NC1[N+](=O)[O-])=O)=O Cyclopropyl-oxynitrophenyluracil